C12CN(CC(CC1)O2)C2CN(C2)CC2=CC=C(CNC1=C3C(N(C(=NC3=CC=C1)C)C1C(NC(CC1)=O)=O)=O)C=C2 3-(5-((4-((3-(8-oxa-3-azabicyclo[3.2.1]octan-3-yl)azetidin-1-yl)methyl)benzyl)amino)-2-methyl-4-oxoquinazolin-3(4H)-yl)piperidine-2,6-dione